zinc (glycinate) NCC(=O)[O-].[Zn+2].NCC(=O)[O-]